N(N)C(OCC12COCC2C1)=S O-((3-oxabicyclo(3.1.0)hexane-1-yl) methyl) hydrazinethiocarboxylate